tert-butyl 5-fluoro-8-oxo-2-azaspiro[3.4]octane-2-carboxylate FC1C2(CN(C2)C(=O)OC(C)(C)C)C(CC1)=O